COC=1C=C2C(N(N=C(C2=CC1OC)CC1=CC=C(C=C1)N(C(OC(C)(C)C)=O)S(NC)(=O)=O)C)=O tert-butyl N-(4-((6,7-dimethoxy-3-methyl-4-oxo-3,4-dihydrophthalazin-1-yl) methyl) phenyl)-N-methylsulfamoylcarbamate